N,N-dimethyl-2-(2-methyl-1H-indol-3-yl)ethanamine CN(CCC1=C(NC2=CC=CC=C12)C)C